1-Methyl-3-propylpyrrolidinium cyanid [C-]#N.C[NH+]1CC(CC1)CCC